C(C)(=O)NNC(CC#N)=O N'-acetyl-2-cyano-acetohydrazide